S(N)(OC1CC(C1)N\C(=N/S(=O)(=O)C1=CC=C(C=C1)C(F)(F)F)\N1N=C([C@H](C1)C1=CC=CC=C1)C1=CC=C(C=C1)Cl)(=O)=O (1R,3s)-3-((S,E)-3-(4-chlorophenyl)-4-phenyl-N'-((4-(trifluoromethyl)phenyl)sulfonyl)-4,5-dihydro-1H-pyrazole-1-carboximidamido)cyclobutyl sulfamate